N,N-dibenzyl-3-(3-iodo-1-tetrahydropyran-2-yl-indazol-5-yl)oxy-but-3-en-1-amine C(C1=CC=CC=C1)N(CCC(=C)OC=1C=C2C(=NN(C2=CC1)C1OCCCC1)I)CC1=CC=CC=C1